C(C)(C)(C)OC(=O)N1CCC(CC1)(O)CN1C=NC2=CC=C(C=C2C1=O)Cl.N1N=C(C=C1)C1=C(C(=O)N)C=CC=C1 diazol-3-yl-benzamide tert-butyl-4-[(6-chloro-4-oxo-quinazolin-3-yl)methyl]-4-hydroxy-piperidine-1-carboxylate